C1(CCCCC1)N1C(N(C=C(C1=O)C(=O)N)C(C)C)=O 3-cyclohexyl-1-isopropyl-2,4-dioxo-1,2,3,4-tetrahydropyrimidine-5-carboxamide